BrC1=NC=C(C2=C1N=CS2)C 4-bromo-7-methylthiazolo[4,5-c]pyridine